COC=1C=C2C[C@@H](C2=CC1OC)CN(CCCC1C(NCCC2=C1C=C(C(=C2)OC)OC)=O)C (3-{[((7S)-3,4-dimethoxybicyclo[4.2.0]oct-1,3,5-trien-7-yl)methyl]methylamino}propyl)-1,3,4,5-tetrahydro-7,8-dimethoxy-2H-3-benzazepin-2-one